2-vinyl-1-chloropentane C(=C)C(CCl)CCC